1-(((1s,3s)-adamantan-1-yl)ethyl)-3-(4-(piperidine-1-carbonyl)phenyl)urea C12(CC3CC(CC(C1)C3)C2)CCNC(=O)NC2=CC=C(C=C2)C(=O)N2CCCCC2